C(C1=CC=C(N(CC2CO2)CC2CO2)C=C1)C1=CC=C(N(CC2CO2)CC2CO2)C=C1 4,4'-Methylenbis(N,N-diglycidylanilin)